CN(C1=CC=C(C=C1)C1=CC=C2C=NC(=NN21)NC=2C=CC(=NC2)N2CCN(CC2)CCCCCOC2=C1C(N(C(C1=CC=C2)=O)C2C(NC(CC2)=O)=O)=O)C 4-((5-(4-(5-((7-(4-(dimethylamino)phenyl)pyrrolo[2,1-f][1,2,4]triazine-2-yl)amino)pyridin-2-yl)piperazin-1-yl)pentyl)oxy)-2-(2,6-dioxopiperidin-3-yl)isoindoline-1,3-dione